5-methyl-3-(4,4,5,5-tetramethyl-1,3,2-dioxaborolane-2-yl)-1H-pyrrolo[2,3-b]pyridine-1-carboxylic acid tert-butyl ester C(C)(C)(C)OC(=O)N1C=C(C=2C1=NC=C(C2)C)B2OC(C(O2)(C)C)(C)C